CS(=O)(=O)C1=CC=C(C=C1)C1=NC(=CC=C1)OCC=1SC=CC1 2-(4-methanesulfonylphenyl)-6-[(thiophen-2-yl)methoxy]pyridine